N-(4-((6-(5-chloro-2-fluorophenyl)pyridazin-4-yl)amino)pyridin-2-yl)-3-(4-methylpiperazin-1-yl)propanamide ClC=1C=CC(=C(C1)C1=CC(=CN=N1)NC1=CC(=NC=C1)NC(CCN1CCN(CC1)C)=O)F